C(CC)NC1=NC(=NC(=N1)NCC#C)NOCC#C N-(4-n-Propylamino-6-prop-2-ynylamino-[1,3,5]triazin-2-yl)-O-prop-2-ynyl-hydroxylamine